C(C)N1N=C(C(=C1)C1=NC(=NC=C1)NC1=CC=C(C=C1)N1C[C@@H](CCC1)NC(OC(C)(C)C)=O)C=1C=NC=CC1 tert-Butyl (R)-(1-(4-((4-(1-ethyl-3-(pyridin-3-yl)-1H-pyrazol-4-yl)pyrimidin-2-yl)amino)phenyl)piperidin-3-yl)carbamate